BrC1=C(C(=CC(=C1)C(C(F)(F)F)(C(F)(F)F)F)Br)N(C(C1=C(C=CC=C1)F)=O)CCS(=O)(=O)C N-(2,6-dibromo-4-(perfluoropropan-2-yl)phenyl)-2-fluoro-N-(2-(methylsulfonyl)ethyl)benzamide